S(=S)(=O)([O-])[O-].[Na+].NC1=CC=C(C=C1)N(CC)CC.[Na+] 2-amino-5-diethylaminobenzene sodium thiosulfate